N-((7-methylquinoxalin-6-yl)methyl)-4-(piperazin-1-yl)pyridin-3-amine CC1=C(C=C2N=CC=NC2=C1)CNC=1C=NC=CC1N1CCNCC1